ClC=1C=C(CN2CC(C2)(O)C)C=CC1N1C=NC(=C1)C1=NC(=NC=C1C(F)(F)F)NC1CCN(CC1)S(=O)(=O)C 1-(3-Chloro-4-(4-(2-((1-(methylsulfonyl)piperidin-4-yl)amino)-5-(trifluoromethyl)pyrimidin-4-yl)-1H-imidazol-1-yl)benzyl)-3-methylazetidin-3-ol